ClC1=CC(=C(C(=C1)C)C1OC2(OC1)CCC1(NC(C=C1O)=O)CC2)C (4-chloro-2,6-xylyl)-12-hydroxy-1,4-dioxa-9-azadispiro[4.2.4.2]tetradec-11-en-10-one